(S)-N-(6-(5-(difluoromethyl)-1,2,4-oxadiazol-3-yl)-2,3-dihydrobenzofuran-3-yl)-2,2-difluoroacetamide FC(C1=NC(=NO1)C1=CC2=C([C@@H](CO2)NC(C(F)F)=O)C=C1)F